N-hexadecyl-N-decyl-toluidine ammonium [tetrakis(perfluorophenyl)borate] FC1=C(C(=C(C(=C1F)F)F)F)[B-](C1=C(C(=C(C(=C1F)F)F)F)F)(C1=C(C(=C(C(=C1F)F)F)F)F)C1=C(C(=C(C(=C1F)F)F)F)F.[NH4+].C(CCCCCCCCCCCCCCC)N(C=1C(=CC=CC1)C)CCCCCCCCCC